5-fluoro-4-(4-fluoro-1-isopropyl-2-methyl-1H-benzo[d]imidazole-6-yl)-N-(2-methoxy-4-(4-methylpiperazin-1-yl)phenyl)pyrimidin-2-amine FC=1C(=NC(=NC1)NC1=C(C=C(C=C1)N1CCN(CC1)C)OC)C=1C=C(C2=C(N(C(=N2)C)C(C)C)C1)F